(5S,8R)-N-(3-chloro-4-(trifluoromethyl)phenyl)-2-fluoro-6,7,8,9-tetrahydro-5H-5,8-epimino-cyclohepta[d]pyrimidine-10-carboxamide ClC=1C=C(C=CC1C(F)(F)F)NC(=O)N1[C@H]2CC[C@@H]1CC=1N=C(N=CC12)F